5',6'-bis(4-(9H-carbazol-9-yl)phenyl)-4-(9H-carbazol-9-yl)-4''-(3,6-dimethyl-9H-carbazol-9-yl)-4'-(2,6-dimethylpyridin-4-yl)-[1,1':2',1''-terphenyl]-3'-carbonitrile C1=CC=CC=2C3=CC=CC=C3N(C12)C1=CC=C(C=C1)C=1C(=C(C(=C(C1C1=CC=C(C=C1)N1C2=CC=CC=C2C=2C=CC=CC12)C1=CC=C(C=C1)N1C2=CC=CC=C2C=2C=CC=CC12)C1=CC=C(C=C1)N1C2=CC=C(C=C2C=2C=C(C=CC12)C)C)C#N)C1=CC(=NC(=C1)C)C